CN(C)CCN 2-(N,N-dimethylamino)-ethylamine